C(C)(C)(C)[Si](OCC1=C(C=C(C=C1)[N+](=O)[O-])CN=CC#C)(C1=CC=CC=C1)C1=CC=CC=C1 N-[[2-[[tert-butyl-(diphenyl)silyl]oxymethyl]-5-nitro-phenyl]methyl]prop-2-yn-1-imine